C(C1=CC=CC=C1)C1(C(NC2=CC(=CC=C12)C(F)(F)F)=O)C1=C(C=CC(=C1)Cl)OC 3-benzyl-3-(5-chloro-2-methoxyphenyl)-6-(trifluoromethyl)indolin-2-one